4-methyl-3-(phenylsulfonyl)-3H-pyrrolo[2,3-c]quinolone CC1=NC=2C=CC=CC2C2=C1N(CC2=O)S(=O)(=O)C2=CC=CC=C2